ClC([C@@H](C(=O)[O-])O)CCCCCCCCCCC (R)-3-chloro-2-hydroxymyristate